C[C@H]1[C@@H](C1)B(O)O TRANS-2-METHYL-CYCLOPROPYL-BORONIC ACID